BrC1=C(C=CC(=C1)C#CC1CC1)C 2-bromo-4-(cyclopropylethynyl)-1-methylbenzene